ClC1=CC=C(CNC(C(=O)NC2=C(C=C(OC3CN(C3)C(=O)OC(C)(C)C)C=C2)C(=O)OC)=O)C=C1 tert-butyl 3-(4-(2-((4-chlorobenzyl)amino)-2-oxoacetamido)-3-(methoxycarbonyl)phenoxy)azetidine-1-carboxylate